O[C@@]1([C@@H](CC[C@H](C1)C)C(C)C)C(=O)NC[C@H](C1=CC=CC=C1)NC([C@H](C)NC(OC(C)(C)C)=O)=O tertbutyl ((S)-1-(((S)-2-((1S,2S,5R)-1-hydroxy-2-isopropyl-5-methylcyclohexane-1-carboxamido)-1-phenylethyl)amino)-1-oxopropan-2-yl)carbamate